(E)-dodec-10-en-1-yl-2-fluoroacrylate C(CCCCCCCC\C=C\C)OC(C(=C)F)=O